ClC1=CC=C(S1)COC1=C(C(=NN1)C1CN(CC1)C(=O)N1CCCC1)C#N 3-{5-[(5-Chlorothiophen-2-yl)methoxy]-4-cyano-1H-pyrazol-3-yl}-1-(pyrrolidin-1-carbonyl)pyrrolidin